n-ethyl-5-((7-oxo-2,3-diphenyl-6-(quinolin-6-yl)-4,7-dihydropyrazolo[1,5-a]pyrimidin-5-yl)amino)-1,3,4-oxadiazole-2-carboxamide C(C)NC(=O)C=1OC(=NN1)NC=1NC=2N(C(C1C=1C=C3C=CC=NC3=CC1)=O)N=C(C2C2=CC=CC=C2)C2=CC=CC=C2